[1-[(S)-[(1R,2R)-2-[(6-fluoro-2,2-dimethyl-chroman-4-yl)carbamoyl]cyclopropyl]-pyridin-1-ium-3-yl-methyl]-4,4-dimethyl-6-oxo-hexahydropyrimidin-2-ylidene]ammonium FC=1C=C2C(CC(OC2=CC1)(C)C)NC(=O)[C@H]1[C@@H](C1)[C@H](N1C(NC(CC1=O)(C)C)=[NH2+])C=1C=[NH+]C=CC1